3-(10-methylphenazin-5(10H)-yl)-5',6'-bis(3-(10-methylphenazin-5(10H)-yl)phenyl)-4'-phenyl-[1,1':2',1''-terphenyl] CN1C2=CC=CC=C2N(C=2C=CC=CC12)C=1C=C(C=CC1)C=1C=C(C(=C(C1C1=CC(=CC=C1)N1C=2C=CC=CC2N(C2=CC=CC=C12)C)C1=CC(=CC=C1)N1C=2C=CC=CC2N(C2=CC=CC=C12)C)C1=CC=CC=C1)C1=CC=CC=C1